4-[1-(1-methylazetidin-3-yl)-4-(trifluoromethyl)imidazol-2-yl]benzaldehyde CN1CC(C1)N1C(=NC(=C1)C(F)(F)F)C1=CC=C(C=O)C=C1